FC(C(=O)[O-])(F)F.C1(=CC=CC=C1)CS(=O)(=O)NC1=C(OC[C@H]2[NH2+]CCC2)C=CC(=C1)C(=O)N1CCC(CC1)C1=CC=C(C=C1)OC=1N=NC(=CC1)C(F)(F)F (S)-2-((2-((phenylmethyl)sulfonamido)-4-(4-(4-((6-(trifluoromethyl)pyridazin-3-yl)oxy)-phenyl)piperidine-1-carbonyl)phenoxy)methyl)pyrrolidin-1-ium 2,2,2-trifluoroacetate